C(C)(C)(C)N1C(CCCC1)C1NC=CC=C1C1OCCO1 tert-butyl-2-(3-(1,3-dioxolan-2-yl)-1,2-dihydropyridin-2-yl)piperidine